CC=1C=C2C=C(C(NC2=C(C1)C)=O)C1=C(N=CN1)C1=CC=CC=C1 6,8-dimethyl-3-(4-phenyl-1H-imidazol-5-yl)quinolin-2(1H)-one